ClC=1C=CC(=C(C1)CC(=O)NC1=CCN(C=C1)CC1=NC=CC=C1)O 4-[[2-(5-Chloro-2-hydroxyphenyl)acetyl]amino]-N-(2-pyridylmethyl)pyridin